C(C[C@H](C=O)N)[C@@H](CN)O The molecule is a tetradeoxyhexose carrying amino substituents at positions 2 and 6 and deoxygenated at positions 2, 3, 4 and 6. It is an amino monosaccharide and a tetradeoxyhexose derivative.